O1COC2=C1C=CC(=C2)C(C(=O)NC2=C(C(=C(S2)C(=O)OC(C)(C)C)C)C(=O)OC)CC tert-butyl 4-methyl 5-(2-(benzo[d][1,3]dioxol-5-yl)butanamido)-3-methylthiophene-2,4-dicarboxylate